ammonium furan O1C=CC=C1.[NH4+]